2-(2-((5-(1-aminoisoquinolin-5-yl)-2-(azetidin-3-ylmethyl)-2H-indazol-3-yl)methoxy)phenyl)acetic acid NC1=NC=CC2=C(C=CC=C12)C1=CC2=C(N(N=C2C=C1)CC1CNC1)COC1=C(C=CC=C1)CC(=O)O